3-methacryloyloxypropyltris(butoxy)silane C(C(=C)C)(=O)OCCC[Si](OCCCC)(OCCCC)OCCCC